C(C)(C)(C)OC(=O)N[C@@H](CC(=O)OC)C=1C=C(C=CC1)C1=C(C=C(C=C1C)F)O Methyl (S)-3-((tert-butoxycarbonyl)amino)-3-(4'-fluoro-2'-hydroxy-6'-methyl-[1,1'-biphenyl]-3-yl)propanoate